6-chloro-7-tert-butyl-8-butyl-2-trifluoromethyl-2H-benzopyran-3-carboxylic acid ClC=1C(=C(C2=C(C=C(C(O2)C(F)(F)F)C(=O)O)C1)CCCC)C(C)(C)C